N1N=C(N=C1)C1=CC=C(C=N1)C=1N=C2C(=NC1)NC(CN2C2CCOCC2)=O 6-(6-(1H-1,2,4-triazol-3-yl)pyridin-3-yl)-4-(tetrahydro-2H-pyran-4-yl)-3,4-dihydropyrazino[2,3-b]pyrazin-2(1H)-one